4-((trimethylsilyl)ethynyl)-3,6-dihydropyridine C[Si](C)(C)C#CC=1CC=NCC1